P(=O)([O-])([O-])[O-].[Zn+2].[In+3] indium zinc phosphate